C(CCCCCCCCCCCCCCCCC)(=O)[O-].[Cu+2].C(CCCCCCCCCCCCCCCCC)(=O)[O-] copper stearate salt